C(C1=CC=CC=C1)N(C(O)=O)[C@@H]1[C@H]2C[C@@H]([C@@H](C1)C2)N.NCC2CC1(CN(C1)CC(=O)NC(C)(C)C)C2 2-(6-(aminomethyl)-2-azaspiro[3.3]heptan-2-yl)-N-(tert-butyl)acetamide benzyl-((1R,2S,4R,5S)-5-aminobicyclo[2.2.1]heptan-2-yl)carbamate